ClC1=CC(=C(C=C1)[C@@]1(OC2=C(O1)C=CC=C2C2CCN(CC2)CC2=NC=C(C=C2C2COC2)C2=NN=C(N2)C(F)(F)F)C)F (S)-2-((4-(2-(4-chloro-2-fluorophenyl)-2-methylbenzo[D][1,3]dioxol-4-yl)piperidin-1-yl)methyl)-3-(oxetan-3-yl)-5-(5-(trifluoromethyl)-4H-1,2,4-triazol-3-yl)pyridine